FC1=C(CNC(=O)C=2C(=NN(C2)CC=2C=C3CN(CC3=CC2)C(=O)OC(C)(C)C)COC)C(=CC=C1OC)N1N=NC(=C1)C tert-butyl 5-((4-((2-fluoro-3-methoxy-6-(4-methyl-1H-1,2,3-triazol-1-yl)benzyl)carbamoyl)-3-(methoxymethyl)-1H-pyrazol-1-yl)methyl)isoindoline-2-carboxylate